(Z)-3-ethoxycarbonyl-4-(4-methyl-2-thienyl)but-3-enoic acid C(C)OC(=O)\C(\CC(=O)O)=C/C=1SC=C(C1)C